3-(5-Chloro-6-(methylsulfonamido)pyrazin-2-yl)-N-(4-(cyclopropylmethoxy)phenyl)benzamide ClC=1N=CC(=NC1NS(=O)(=O)C)C=1C=C(C(=O)NC2=CC=C(C=C2)OCC2CC2)C=CC1